C(C)(C)(C)OC(N(C1CN(CC1)C=1N=NC(=CC1)C=1C=CC(=C2C=NNC12)N1N=CC=C1)C1CC1)=O.C(C1=CC=CC=C1)OC1=C(C=CC(=C1)Br)C(C)=O 1-(2-(benzyloxy)-4-bromophenyl)ethan-1-one tert-butyl-N-cyclopropyl-N-(1-{6-[4-(pyrazol-1-yl)-1H-indazol-7-yl]pyridazin-3-yl}pyrrolidin-3-yl)carbamate